C(C)(C)OC1=CC=C(C=N1)C1=C(C#N)C=C(C=C1)[N+](=O)[O-] 2-(6-isopropoxypyridin-3-yl)-5-nitrobenzonitrile